C1(CCC1)OC=1C=C2C(=NNC(C2=CC1)=O)CC1=CC(=C(C=C1)F)C(=O)N1C2C(CC1)NCC2 6-Cyclobutoxy-4-(4-fluoro-3-(octahydropyrrolo[3,2-b]pyrrole-1-carbonyl)benzyl)phthalazin-1(2H)-one